(2,5-Dioxopyrrolidin-1-yl)3-[3-[3-(diisobutylamino)propanoyl amino]-propanoylamino]-propanoate O=C1N(C(CC1)=O)C(C(=O)[O-])CNC(CCNC(CCN(CC(C)C)CC(C)C)=O)=O